C(C)(=O)N1C[C@H](N(CC1)C(C=C)=O)C=1C=C(C=C(C1)Cl)C1=CC(=C(C=C1)F)C(=O)N (R)-3'-(4-acetyl-1-acryloylpiperazin-2-yl)-5'-chloro-4-fluoro-[1,1'-biphenyl]-3-carboxamide